N-(6-amino-3-bromo-2,4-dichlorophenyl)-2-(4-(ethylsulfonyl)-2-fluorophenyl)acetamide NC1=CC(=C(C(=C1NC(CC1=C(C=C(C=C1)S(=O)(=O)CC)F)=O)Cl)Br)Cl